CC1=CC=C(C=N1)[C@H]1N(OCC1)C(=O)OC(C)(C)C tert-butyl (3S)-3-(6-methyl-3-pyridyl)isoxazolidine-2-carboxylate